C(C)(C)(C)OCCCCCC[Si](C)(C1C(=CC2=C(C=CC=C12)C1=CC(=CC(=C1)C(C)(C)C)C(C)(C)C)C(C)C)NC(C)(C)C 1-(6-(t-butoxy)hexyl)-N-(t-butyl)-1-(4-(3,5-di-t-butylphenyl)-2-isopropyl-1H-inden-1-yl)-1-methylsilanylamine